(3-sulfopropyl methacrylate) Potassium Salt [K+].S(=O)(=O)(O)CCCC=C(C(=O)[O-])C